chloro-5'-fluoro-2'-oxo-2',3'-dihydro-1'h-spiro[piperidine-3,4'-quinoline]-1-carboxylic acid tert-butyl ester C(C)(C)(C)OC(=O)N1CC2(CC(N(C3=CC=CC(=C23)F)Cl)=O)CCC1